1,1,1,2,2,4,5,5,6,6,7,7,7-tridecafluoro-3-heptene FC(C(C=C(C(C(C(F)(F)F)(F)F)(F)F)F)(F)F)(F)F